C1(CCC1)OC1CN(CCC1)C1CCN(CC1)C(=O)C1=CN=C(S1)N[C@@H](C)C1=NC=CC=C1F [3-(Cyclobutyloxy)[1,4'-bipiperidine]-1'-yl](2-{[(1S)-1-(3-fluoropyridin-2-yl)ethyl]amino}-1,3-thiazol-5-yl)methanone